ClC1=CC=C(C(=N1)C(=O)NS(=O)(=O)C)N[C@H](C)C=1C=C(C=C2C(N(C(=NC12)N1CCC(CC1)C1=C(C=NN1C)C)C)=O)C (R)-6-chloro-3-((1-(2-(4-(1,4-dimethyl-1H-pyrazol-5-yl)piperidin-1-yl)-3,6-dimethyl-4-oxo-3,4-dihydroquinazolin-8-yl)ethyl)amino)-N-(methylsulfonyl)picolinamide